2-(2'-nitro-4-methylsulphonyloxybenzoyl)-1,3-cyclohexanedione [N+](=O)([O-])C1=C(C(=O)C2C(CCCC2=O)=O)C=CC(=C1)OS(=O)(=O)C